(5-(tert-butyl)-4-methylthiazol-2-yl)-3-((7-(5-methyl-1,2,4-oxadiazol-3-yl)isoquinolin-1-yl)amino)azetidine-1-carboxamide C(C)(C)(C)C1=C(N=C(S1)C1N(CC1NC1=NC=CC2=CC=C(C=C12)C1=NOC(=N1)C)C(=O)N)C